OC1=C(C(=O)N)C=CC=C1OCC(C)C 2-hydroxy-3-isobutoxybenzamide